(3-carbamimidoyl-4-chlorobenzyl)cyclopropanecarboxamide hydrochloride Cl.C(N)(=N)C=1C=C(CC2(CC2)C(=O)N)C=CC1Cl